2-[(1S)-6-{6-[(4-cyano-2-fluorobenzyl)oxy]-5-fluoropyridin-2-yl}-6-azaspiro[2.5]oct-1-yl]-1-[(2S)-oxetan-2-ylmethyl]-1H-benzimidazole-6-carboxylic acid C(#N)C1=CC(=C(COC2=C(C=CC(=N2)N2CCC3(C[C@@H]3C3=NC4=C(N3C[C@H]3OCC3)C=C(C=C4)C(=O)O)CC2)F)C=C1)F